6-(1-((1-cyanocyclopropyl)methyl)-1H-pyrazol-4-yl)-N-(6-(1,1-difluoro-5-azaspiro[2.4]heptan-5-yl)-2-methylpyrimidin-4-yl)picolinamide C(#N)C1(CC1)CN1N=CC(=C1)C1=CC=CC(=N1)C(=O)NC1=NC(=NC(=C1)N1CC2(CC2(F)F)CC1)C